(E)-2-(3-(2-cyano-2-(6-(hydroxymethyl)-1H-benzo[d]imidazol-2-yl)vinyl)-2,5-dimethyl-1H-pyrrol-1-yl)-4,5-dimethylfuran-3-carbonitrile C(#N)\C(=C/C1=C(N(C(=C1)C)C=1OC(=C(C1C#N)C)C)C)\C1=NC2=C(N1)C=C(C=C2)CO